N-ethyl-N'-(4-(3-((4-fluorobenzyl)oxy)oxetan-3-yl)-2,5-dimethylphenyl)-N-methylformimidamide C(C)N(C=NC1=C(C=C(C(=C1)C)C1(COC1)OCC1=CC=C(C=C1)F)C)C